C(#C)C=1C(=C(C(=CC1)C1=NN=C(C2=CC=CC=C12)NC1CC(C1)(C)O)O)F 3-Ethynyl-2-fluoro-6-(4-(((cis)-3-hydroxy-3-methylcyclobutyl)amino)phthalazin-1-yl)phenol